(R)-N-((S)-2-(dimethylamino)-3-(1H-indazol-5-yl)propyl)-3-(3-fluorophenyl)butanamide CN([C@H](CNC(C[C@@H](C)C1=CC(=CC=C1)F)=O)CC=1C=C2C=NNC2=CC1)C